C1(=CC=CC=C1)COCCOCCOCCOCCOCCN1CCN(CC1)C(=O)OC(C)(C)C tert-butyl 4-(1-phenyl-2,5,8,11,14-pentaoxahexadecan-16-yl)piperazine-1-carboxylate